C(N)(OC1=C(C)C=CC(=C1)OC(N)=O)=O tolylene dicarbamate